C(C(C)C)NCC=1C=C(C(N(C1)CC(F)(F)F)=O)C(=O)NC1=CC(=CC=C1)C1(CC(C1)C)C=1N=NNC1C 5-((Isobutylamino)methyl)-N-(3-((1r,3r)-3-methyl-1-(5-methyl-1H-1,2,3-triazol-4-yl)cyclobutyl)phenyl)-2-oxo-1-(2,2,2-trifluoroethyl)-1,2-dihydropyridine-3-carboxamide